C(C)(C)(C)OC(NC=1C(=C(C=C2C=C(N=CC12)NC(=O)C1C2CCCC(C12)=O)C=1C=NC=CC1C)F)=O exo-(7-fluoro-6-(4-methylpyridin-3-yl)-3-(2-oxobicyclo[4.1.0]heptane-7-carboxamido)isoquinolin-8-yl)carbamic acid tert-butyl ester